tert-Butyl (1-(((3-(ethylthio)pyridin-2-yl)methyl)amino)-2-methyl-1-oxopropan-2-yl)carbamate C(C)SC=1C(=NC=CC1)CNC(C(C)(C)NC(OC(C)(C)C)=O)=O